Cl.Cl.C1(=CC=CC=C1)COC(=O)C1=C(C=NC2=CC=CC(=C12)F)OC[C@@H](CC1=CC=CC=C1)N (R)-3-(2-amino-3-phenylpropoxy)-5-fluoroquinoline-4-carboxylic acid phenylmethyl ester dihydrochloride